N-((4-chloro-8,8-dimethyl-7,10-dihydro-8H-pyrano[3'',4'':5',6']pyrido[3',2':4,5]thieno[3,2-d]pyrimidin-11-yl)methyl)-2,2,2-trifluoro-N-(2-(2-(2-methoxyethoxy)ethoxy)ethyl)acetamide ClC=1C2=C(N=CN1)C1=C(S2)N=C2C(=C1CN(C(C(F)(F)F)=O)CCOCCOCCOC)COC(C2)(C)C